CN(C(C(=O)NC=1C=C2CC(CC2=C(C1)F)CN1CCC2(CN(C(O2)=O)C2=NC3=C(OCC(N3)=O)N=C2)CC1)(C)C)C 2-(dimethylamino)-N-[7-fluoro-2-[[2-oxo-3-(3-oxo-4H-pyrazino[2,3-b][1,4]oxazin-6-yl)-1-oxa-3,8-diazaspiro[4.5]decan-8-yl]methyl]indan-5-yl]-2-methyl-propanamide